NC1(CCC(CC1)NC1=CC=C(C=C1)C(C)(C)CC)CO (1-amino-4-((4-(tert-pentyl)phenyl)amino)cyclohexyl)methanol